C(C)(C)(C)OC(CN(N1C(C2=CC=CC=C2C1=O)=O)C(=O)ON1N=NC2=C1C=CC=C2)=O [(Benzotriazol-1-yloxycarbonyl)-(1,3-dioxo-1,3-dihydro-isoindol-2-yl)-amino]-acetic acid tert-butyl ester